P(O)(=O)(OP(=O)(O)OP(=O)(O)O)OC[C@@H]1[C@H]([C@H]([C@@H](O1)N1C=NC=2C(NC(CCCCC)=O)=NC=NC12)O)O N6-hexanoyl-adenosine triphosphate